CC1(CN(C=2C1=NC(=CC2)C=2C=NN(C2)C)C2=CC(=NC=N2)NC2=C(C=C(C(=C2)[N+](=O)[O-])N(C)CCN(C)C)OC)C N1-(6-(3,3-dimethyl-5-(1-methyl-1H-pyrazol-4-yl)-2,3-dihydro-1H-pyrrolo[3,2-b]pyridin-1-yl)pyrimidin-4-yl)-N4-(2-(dimethylamino)ethyl)-2-methoxy-N4-methyl-5-nitrobenzene-1,4-diamine